6-methyl-5,8-dioxo-5,6,7,8-tetrahydrobenzo[b][1,4]dioxin CC1C(C2=C(OC=CO2)C(C1)=O)=O